F[C@@H]1[C@@H]([C@@H](N(C1)C(=O)[C@H]1OCC1)CC=1C(=C(C=CC1)C1=CC=CC=C1)F)NS(=O)(=O)CC N-[(2S,3R,4S)-4-fluoro-2-[(2-fluoro[1,1'-biphenyl]-3-yl)methyl]-1-((2S)-oxetane-2-carbonyl)pyrrolidin-3-yl]ethanesulfonamide